ClC1=CC2=C(C=N1)C(=NN2C(CCO)C)C=2NC=CC2 3-[6-chloro-3-(1H-pyrrol-2-yl)pyrazolo[4,3-c]pyridin-1-yl]butan-1-ol